FC1=C(C=CC(=C1)F)CC 1-(2,4-difluorophenyl)ethane